C(=C)C=1C=CC=2N(C3=CC=CC=C3C2C1)C1=CC=C(C=C1)C1=CC=C(C=C1)N1C2=CC=CC=C2C=2C=C(C=CC12)C=C 4,4'-bis(3-vinyl-9H-carbazol-9-yl)-1,1'-biphenyl